NCCNCCC[Si](OCC)(OCC)OCC N-(beta-aminoethyl)-gamma-aminopropyl-triethoxysilicon